FC=1C=C(C=C(C1)OCC(C)C)C1=CC=C(C(=N1)N1C(C[C@@H](C1)C)(C)C)C(=O)NS(=O)(=O)N1C[C@H](CC1)F 6-(3-Fluoro-5-isobutoxyphenyl)-N-[(3S)-3-fluoropyrrolidin-1-yl]sulfonyl-2-[(4S)-2,2,4-trimethylpyrrolidin-1-yl]pyridin-3-carboxamid